1-Cyclohexylnonan-1-ol C1(CCCCC1)C(CCCCCCCC)O